ethyl 2-(4-isobutoxy-3-isopropyl-6-oxo-5-vinylpyridazin-1(6H)-yl)acetate C(C(C)C)OC=1C(=NN(C(C1C=C)=O)CC(=O)OCC)C(C)C